2,3-dimethoxy-6-methyl-phenanthrene-9-formic acid COC1=CC=2C=C(C3=CC=C(C=C3C2C=C1OC)C)C(=O)O